2-[2-[[2-cyano-5-(trifluoromethyl)-3-pyridinyl]sulfanyl]ethyl]malononitrile C(#N)C1=NC=C(C=C1SCCC(C#N)C#N)C(F)(F)F